FC1=C(C=C(C(=C1)C)C1=CC(=NC(=C1)N1CCOCC1)C=1C=NN(C1)C)NC(=O)N1C[C@@H](CC1)C(F)(F)F (3R)-N-{2-fluoro-4-methyl-5-[2-(1-methylpyrazol-4-yl)-6-(morpholin-4-yl)pyridin-4-yl]phenyl}-3-(trifluoromethyl)pyrrolidine-1-carboxamide